1-(4-(3-fluoro-5-(trifluoromethyl)benzyl)pyridin-2-yl)-5-(methoxycarbonyl)-1H-pyrazole-3-carboxylic acid FC=1C=C(CC2=CC(=NC=C2)N2N=C(C=C2C(=O)OC)C(=O)O)C=C(C1)C(F)(F)F